N-(piperidin-4-yl)pyridin-2-amine hydrochloride Cl.N1CCC(CC1)NC1=NC=CC=C1